5'-(5-Methyl-3,4,5,6-tetrahydropyridin-2-yl)spiro[cyclobutane-1,3'-indoline]-2'-one CC1CCC(=NC1)C=1C=C2C3(C(NC2=CC1)=O)CCC3